(4-bromo-2-methylphenyl)-2-cyanoprop-2-enoic acid ethyl ester C(C)OC(C(=CC1=C(C=C(C=C1)Br)C)C#N)=O